C[C@]1(OCC=2C=NC(=CC21)C(=O)N[C@H]2COC1=C(N(C2=O)C)C=CC=C1)C(F)(F)F (1R)-1-methyl-N-[(3S)-5-methyl-4-oxo-2,3-dihydro-1,5-benzoxazepin-3-yl]-1-(trifluoromethyl)-3H-furo[3,4-c]pyridine-6-carboxamide